{1-[4-(4-cyclobutoxy-pyrimidin-2-yl)-2,6-difluoro-phenyl]-pyrrolidin-3-yl}-acetic acid ethyl ester C(C)OC(CC1CN(CC1)C1=C(C=C(C=C1F)C1=NC=CC(=N1)OC1CCC1)F)=O